C(C)(C)(C)OC(NCC1=CC=C(C=C1)C(=C(C#N)C#N)OC)=O N-[[4-(2,2-dicyano-1-methoxy-vinyl)phenyl]methyl]carbamic acid tert-butyl ester